ClC=1C=C(C=CC1F)NC1=NC(=NC(=C1)NC1=CC(=C(C=C1)F)Cl)S(=O)(=O)C N4,N6-bis(3-chloro-4-fluorophenyl)-2-(methylsulfonyl)pyrimidine-4,6-diamine